F[C@H]1CN(CC1)C1=CC(=C(C=N1)CNC1=NC=NC(=C1)C1=CN=C2N1C=CC=C2)C [6-((R)-3-fluoro-pyrrolidin-1-yl)-4-methyl-pyridin-3-ylmethyl]-(6-imidazo[1,2-a]pyridin-3-yl-pyrimidin-4-yl)-amine